N(N)C1=NC(=NC(=N1)NN)NN 2,4,6-Trihydrazino-1,3,5-triazin